C1(CC1)CNC=1C2=C(N=C(N1)NC1=CC=C(C=3CCOC31)C(=O)N3CCOCC3)NC=C2C(F)(F)F (7-((4-((cyclopropylmeth-yl)amino)-5-(trifluoromethyl)-7H-pyrrolo[2,3-d]pyrimidin-2-yl)amino)-2,3-dihydrobenzo-furan-4-yl)(morpholino)methanone